BrC=1C(=CC(=C(N)C1)C1=NC=CC=C1)Cl 5-bromo-4-chloro-2-(pyridin-2-yl)aniline